NC=1C(=CC(=NC1NCC1=C(C=C(C=C1)OC)OC)N1N=C(C=C1C(=O)OCC)C=1C=C(C=CC1)C)N1CCOCC1 ethyl 1-(5-amino-6-((2,4-dimethoxybenzyl)amino)-4-morpholinopyridin-2-yl)-3-(m-tolyl)-1H-pyrazole-5-carboxylate